Ethyl-(R)-(1-(4-fluoro-3-(trifluoromethyl)phenyl)cyclopropyl) (pyrrolidin-2-ylmethyl)-Carbamat N1C(CCC1)CNC(O[C@]1(C(C1)CC)C1=CC(=C(C=C1)F)C(F)(F)F)=O